C(C1=CC=CC=C1)OC=1C(=NC=C(C1C)C1=CC(=CC=C1)F)C(=O)NCC(=O)OCC Ethyl (3-(benzyloxy)-5-(3-fluorophenyl)-4-methylpicolinoyl)glycinate